BrC1=CC(=C(S1)S(=O)(=O)N)Cl 5-bromo-3-chlorothiophene-2-sulfonamide